FC1(CCC(CC1)[C@H](NC(=O)C1CC1)C1=NC2=C(N1)C=CC(=C2)[C@@H](C)NC(CCC(F)(F)F)=O)F N-((S)-(4,4-Difluorocyclohexyl)(5-((R)-1-(4,4,4-trifluorobutanamido)ethyl)-1H-benzo[d]imidazol-2-yl)methyl)cyclopropanecarboxamide